8-[(2S)-3,3-dimethylbut-2-yl]-2-(methylsulfanyl)pyrido[2,3-d]pyrimidin-7(8H)-one CC([C@H](C)N1C(C=CC2=C1N=C(N=C2)SC)=O)(C)C